C1=CC=CC=2C3=CC=CC=C3C(C12)COC(=O)NC(C(=O)O)CC1=CN=CC2=CC=CC=C12 ((((9H-fluoren-9-yl)methoxy)carbonyl)amino)-3-(isoquinolin-4-yl)propionic acid